C(C)(C)(C)OC(=O)N1CCC(CC1)C1=CC=C(C=C1)NC1=NC(=CN=C1C#N)N1N=CC=C1 4-(4-((3-cyano-6-(1H-pyrazol-1-yl)pyrazin-2-yl)amino)phenyl)piperidine-1-carboxylic acid tert-butyl ester